COC1=CC=C(C=C1)C=1N=C2N(C=CN=C2)C1NC1=CC=C(C(=O)NCC2OCCC2)C=C1 4-[[2-(4-methoxy-phenyl)imidazo[1,2-a]pyrazin-3-yl]amino]-N-(oxolan-2-ylmethyl)benzamide